(1S,3R,5S)-2-(2-methoxyacetyl)-3-methyl-1-({2,3',5'-trifluoro-[1,1'-biphenyl]-3-yl}methyl)-9-oxa-2,6-diazaspiro[4.5]decan-7-one COCC(=O)N1[C@H]([C@]2(C[C@H]1C)NC(COC2)=O)CC=2C(=C(C=CC2)C2=CC(=CC(=C2)F)F)F